1-Methyl-2-(6-trifluoromethoxy-benzothiazol-2-ylamino)-1H-benzoimidazole-5-carboxylic acid (1-dimethylcarbamoyl-cyclopropyl)-amide CN(C(=O)C1(CC1)NC(=O)C1=CC2=C(N(C(=N2)NC=2SC3=C(N2)C=CC(=C3)OC(F)(F)F)C)C=C1)C